N-(cyclopentyloxycarbonyl)-2,5-dimethylpyrrolidine C1(CCCC1)OC(=O)N1C(CCC1C)C